[Cu].[Al].[Cr].[Ni] Nickel-chromium-aluminum-copper